N=1N(C=C2C=CC=CC12)CC(=O)OCCC=C(F)F 4,4-difluorobut-3-en-1-yl 2-(2H-indazol-2-yl)acetate